FC1(CCC2=C1N=C(N=C2C=2C=NN(C2)CC(=O)OC)N2[C@H](CC2)C)F (S)-methyl 2-(4-(7,7-difluoro-2-(2-methylazetidin-1-yl)-6,7-dihydro-5H-cyclopenta[d]pyrimidin-4-yl)-1H-pyrazol-1-yl)acetate